Methyl (R)-5-ethyl-1,3-dimethyl-2-oxoindoline-3-carboxylate C(C)C=1C=C2[C@](C(N(C2=CC1)C)=O)(C(=O)OC)C